6-Chloro-5-(2-chloro-4-(ethylsulfonyl)phenyl)-3-(methylamino)-4H-thieno[3,2-e][1,2,4]thiadiazine 1,1-dioxide ClC1=C(C=2NC(=NS(C2S1)(=O)=O)NC)C1=C(C=C(C=C1)S(=O)(=O)CC)Cl